1-(3-(1-(3,3-Difluoroallyl)-4-hydroxy-3-methyl-1H-pyrazol-5-yl)-1H-1,2,4-triazol-5-yl)-5-methyl-1H-pyrazolo[3,4-c]pyridine-3-carboxamide FC(=CCN1N=C(C(=C1C1=NNC(=N1)N1N=C(C=2C1=CN=C(C2)C)C(=O)N)O)C)F